10-methoxy-1,6-dimethyl-ergoline Tert-butyl-4-[1-[4-[(1S)-1-aminoethyl]phenyl]hex-5-enyl]piperazine-1-carboxylate C(C)(C)(C)C1N(CCN(C1)C(CCCC=C)C1=CC=C(C=C1)[C@H](C)N)C(=O)O.CO[C@@]12C=3C=CC=C4N(C=C(C[C@H]1N(CCC2)C)C34)C